[OH-].[NH4+] ammonium hydroxid